FC=1C2=C(C(=NC1)C=1CCN(CC1)C(=O)OC(C)(C)C)C=CN2 tert-Butyl 4-(7-fluoro-1H-pyrrolo[3,2-c]pyridin-4-yl)-3,6-dihydropyridine-1(2H)-carboxylate